C(C(S)CC(=O)OCC1=CC=CC=C1)(=O)OCC1=CC=CC=C1.C(C(S)CC(=O)OCC1=CC=CC=C1)(=O)OCC1=CC=CC=C1 tetrabenzyl dithiomalate